C1N(CCC2=CC=CC=C12)C[C@H](CN1C(C2=CC=C(C=C2CC1)NC(CN1CCOCC1)=O)=O)O N-[2-[(2R)-3-(3,4-dihydro-1H-isoquinolin-2-yl)-2-hydroxy-propyl]-1-oxo-3,4-dihydroisoquinolin-6-yl]-2-morpholino-acetamide